(2-(Dimethoxymethyl)phenyl)methanol methyl-(S)-2-amino-5-oxo-5-(2,3,4,5-tetrahydro-1H-benzo[b]azepin-1-yl)pentanoate C[C@@](C(=O)OCC1=C(C=CC=C1)C(OC)OC)(CCC(N1C2=C(CCCC1)C=CC=C2)=O)N